FC1(CCC(CC1)(O)[C@H]1N2C(C3=CC=CC=C13)=CN=C2)F (S)-4,4-difluoro-1-(5H-imidazo[5,1-a]isoindol-5-yl)cyclohexan-1-ol